FC=1C=C(CNC=2C=C(C(=O)N)C=CC2)C=CC1OC 3-((3-fluoro-4-methoxybenzyl)amino)benzamide